O=C1CC[C@H](O1)C(=O)O (2S)-5-oxotetrahydrofuran-2-carboxylic acid